5-amino-2,4-di-tert-butylphenyl methyl carbonate C(OC1=C(C=C(C(=C1)N)C(C)(C)C)C(C)(C)C)(OC)=O